NC1=C(SC2=NC(=C(C=C21)F)C)C(=O)NC2CC=1C(=CC(=NC1CC2)N2CC(C(C2)NC)COC)F 3-amino-5-fluoro-N-{4-fluoro-2-[3-(methoxymethyl)-4-(methylamino)pyrrolidin-1-yl]-5,6,7,8-tetrahydroquinolin-6-yl}-6-methylthieno[2,3-b]pyridine-2-carboxamide